4-(4-ethylphenylazo)phenol C(C)C1=CC=C(C=C1)N=NC1=CC=C(C=C1)O